N-((2,2-bis(3-chlorophenyl)tetrahydrofuran-3-yl)methyl)-N-ethylethanamine ClC=1C=C(C=CC1)C1(OCCC1CN(CC)CC)C1=CC(=CC=C1)Cl